3-[6-bromo-3-(1-methylpyrazolo[4,3-c]pyridin-7-yl)-2,4-dioxo-thieno[3,2-d]pyrimidin-1-yl]propionitrile BrC1=CC=2N(C(N(C(C2S1)=O)C=1C2=C(C=NC1)C=NN2C)=O)CCC#N